tert-butyl N-[1-[4-[3-[(4-methoxyphenyl)methyl]-2,4-dioxo-hexahydropyrimidin-1-yl]-7-isoquinolyl]-4-piperidyl]-N-methyl-carbamate COC1=CC=C(C=C1)CN1C(N(CCC1=O)C1=CN=CC2=CC(=CC=C12)N1CCC(CC1)N(C(OC(C)(C)C)=O)C)=O